ClC=1C(=NC(=CC1)C1=CC(=C(C=C1)C(F)(F)F)OC)C(=O)OC Methyl 3-chloro-6-(3-methoxy-4-(trifluoromethyl) phenyl)picolinate